P(=O)(O)(O)[O-].[Na+].N1C=NC=C1 imidazole sodium dihydrogen phosphate